5-amino-1-(4'-aminophenyl)-trimethylindane NC=1C(=C2CCC(C2=C(C1C)C)C1=CC=C(C=C1)N)C